COC(N[C@H](C)C1=CC=2C(=NC=3C(=C(C(=CC3C2N1[C@H]1[C@H]2CN[C@@H]1C2)CCC#N)C2=C(C(=CC=C2)Cl)Cl)F)C)=O ((1R)-1-(1-((1R,4R,5s)-2-azabicyclo[2.1.1]hexane-5-yl)-8-(2-cyanoethyl)-7-(2,3-dichlorophenyl)-6-fluoro-4-methyl-1H-pyrrolo[3,2-c]quinolin-2-yl)ethyl)carbamic acid methyl ester